5-chloro-2-(2,4-dimethoxypyridin-3-yl)-1-methyl-1H-pyrrolo[2,3-c]pyridine ClC=1C=C2C(=CN1)N(C(=C2)C=2C(=NC=CC2OC)OC)C